N-(1-(3-fluoropropyl)-5-methyl-1H-pyrazol-4-yl)-5-iodopyrimidin-2-amine FCCCN1N=CC(=C1C)NC1=NC=C(C=N1)I